ClC1=C(C=CC=C1)CC(=O)NC1=CC(=C(C=C1)C=1C=NC(=NC1)OCC(F)(F)F)S(N)(=O)=O 2-(2-chlorophenyl)-N-{3-sulfamoyl-4-[2-(2,2,2-trifluoroethoxy)pyrimidin-5-yl]phenyl}acetamide